carbonyl chloride rhodium (I) [Rh+].C(=O)(Cl)Cl